hexahydropyridazine-3-carboxylic acid 3-(5-bromo-1-ethyl-2-(2-((S)-1-methoxyethyl)-5-(4-methylpiperazin-1-yl) pyridin-3-yl)-1H-indol-3-yl)-2,2-dimethylpropyl ester BrC=1C=C2C(=C(N(C2=CC1)CC)C=1C(=NC=C(C1)N1CCN(CC1)C)[C@H](C)OC)CC(COC(=O)C1NNCCC1)(C)C